C(C=C)OC(=O)C1=CC2=C(S1)C=CC(=C2)C(P(=O)(OC2=CC=CC=C2)N2[C@@H](CC(C2)(F)F)C(=O)OCCCC)(F)F butyl (2S)-1-(((2-((allyloxy)carbonyl) benzo[b]thiophen-5-yl)difluoromethyl) (phenoxy)phosphoryl)-4,4-difluoropyrrolidine-2-carboxylate